5-[(2R,5S)-5-methyl-2-piperidyl]-1,3-benzothiazol-2-amine C[C@H]1CC[C@@H](NC1)C=1C=CC2=C(N=C(S2)N)C1